4-(2-(3,4-Dimethoxyphenyl)-3-(2,2,2-trifluoroethyl)-1H-indol-5-yl)piperidine-1-carboxylic acid tert-butyl ester C(C)(C)(C)OC(=O)N1CCC(CC1)C=1C=C2C(=C(NC2=CC1)C1=CC(=C(C=C1)OC)OC)CC(F)(F)F